C1(CC1)C1=NC=CC(=C1C1=NC=C2N(C(N(C2=N1)CC1=CC=C(C=C1)C=1N(C=C(N1)C(F)(F)F)C)=N)C)OC(F)(F)F 2-[2-cyclopropyl-4-(trifluoromethoxy)-3-pyridyl]-7-methyl-9-[[4-[1-methyl-4-(trifluoromethyl)imidazol-2-yl]phenyl]methyl]purin-8-imine